2-(4-Benzylpiperazin-1-yl)-N-(6-methoxypyridin-3-yl)ethanesulfonamide C(C1=CC=CC=C1)N1CCN(CC1)CCS(=O)(=O)NC=1C=NC(=CC1)OC